C(=O)O.C(C=C)[Mg]Cl allyl-magnesium chloride format